2-(3,4-di(4-methoxyphenyl)isoxazol-5-yl)acetate COC1=CC=C(C=C1)C1=NOC(=C1C1=CC=C(C=C1)OC)CC(=O)[O-]